ClC1=CC=2C3=C(C(=NC2C(=C1C1=CC=C(C=C1)F)F)N1CC(C1)(C)N(C)C)N=CN3[C@@H]3C[C@H](N(CC3)C(=O)OC(C)(C)C)CC#N tert-Butyl (2S,4S)-4-(8-chloro-4-(3-(dimethylamino)-3-methylazetidin-1-yl)-6-fluoro-7-(4-fluorophenyl)-1H-imidazo[4,5-c]quinolin-1-yl)-2-(cyanomethyl)piperidine-1-carboxylate